O-methoxyethyl-inosine COCCO[C@H]1[C@@H](O[C@@H]([C@H]1O)CO)N1C=NC=2C(O)=NC=NC12